N-(4-cyano-3-methylisoxazol-5-yl)-2'-(ethoxymethyl)-[1,1'-biphenyl]-2-sulfonamide C(#N)C=1C(=NOC1NS(=O)(=O)C=1C(=CC=CC1)C1=C(C=CC=C1)COCC)C